CC1CCC(=O)O1 4-methyl-gamma-butyrolactone